N-(4-(2,4-difluorophenoxy)-3-(5-methyl-2-(2-methyl-1H-imidazol-5-yl)-4-oxo-4,5-dihydrofuro[3,2-c]pyridin-7-yl)phenyl)ethanesulfonamide FC1=C(OC2=C(C=C(C=C2)NS(=O)(=O)CC)C=2C3=C(C(N(C2)C)=O)C=C(O3)C3=CN=C(N3)C)C=CC(=C1)F